FC(C1=C(C=CC(=C1N)N)C1=C(C=CC=C1)C(F)(F)F)(F)F 2,2'-bis(trifluoromethyl)-diaminobiphenyl